C(C)(C)C1=CC2=C(N=CN=C2C=2CCN(CC2)CC=2C=C3CN(C(C3=CC2)=O)C2C(NC(CC2)=O)=O)S1 3-(5-((4-(6-isopropylthieno[2,3-d]pyrimidin-4-yl)-3,6-dihydropyridin-1(2H)-yl)methyl)-1-oxoisoindolin-2-yl)piperidine-2,6-dione